OC(CSC#N)C=C 2-hydroxy-3-butenyl thiocyanate